(S)-6-((2-(hydroxymethyl)morpholino)methyl)-2-(3-(3-((4-methyl-4H-1,2,4-triazol-3-yl)methyl)oxetan-3-yl)phenyl)-4-(trifluoromethyl)isoindolin-1-one OC[C@H]1OCCN(C1)CC1=CC(=C2CN(C(C2=C1)=O)C1=CC(=CC=C1)C1(COC1)CC1=NN=CN1C)C(F)(F)F